ClC1=CC=C(C=C1)NC(NC1N=CC=CN1C)=O 4-chloro-(3-methyl-2-pyrimidinyl)-3-phenylurea